(4-(4-amino-7-(1-isobutyrylpiperidin-4-yl)pyrrolo[2,1-f][1,2,4]triazin-5-yl)-3-fluorophenyl)-2-oxo-1-phenyl-2,4,6,7-tetrahydro-1H-pyrazolo[5,1-c][1,4]oxazine-3-carboxamide NC1=NC=NN2C1=C(C=C2C2CCN(CC2)C(C(C)C)=O)C2=C(C=C(C=C2)C2OCCN1C2=C(C(N1C1=CC=CC=C1)=O)C(=O)N)F